2-(7-(diethylamino)-4-methyl-2-oxo-2H-chromen-3-yl)ethyl (3-((dimethylamino)methyl)benzyl)carbamate CN(C)CC=1C=C(CNC(OCCC=2C(OC3=CC(=CC=C3C2C)N(CC)CC)=O)=O)C=CC1